C(C)C1=CC=C(C(=N1)C)C=1C=C(C=C2C=C(N(C12)CC(C)C)C=1CNCCC1)N1N(C2=C(C1)CN(C2)C=O)CC 2-(7-(6-ethyl-2-methylpyridin-3-yl)-1-isobutyl-2-(1,2,5,6-tetrahydropyridin-3-yl)-1H-indol-5-yl)(1-ethylpyrrolo[3,4-c]pyrazol-5(1H,4H,6H)-yl)methanone